14-fluoro-17-(3-hydroxy-3-methyl-butyl)-9,16-dimethyl-10-oxa-2,12,18,20-tetrazapentacyclo[9.7.1.14,7.02,8.015,19]icosa-1(18),11,13,15(19),16-pentaene-20-carboxylate FC1=CN=C2OC(C3C4CCC(CN3C3=NC(=C(C1=C32)C)CCC(C)(C)O)N4C(=O)[O-])C